2-oxo-n-butyraldehyde O=C(C=O)CC